BrC=1C=CC2=C(CN(S2(=O)=O)C(=O)OC(C)(C)C)C1 tert-butyl 5-bromobenzo[d]isothiazole-2(3H)-carboxylate 1,1-dioxide